O1C(CCC1)C1=C(C=CC=C1)C(C)=NO o-tetrahydrofuranyl-acetophenone oxime